OC1CCN(CC1)C=1C=CC(=NC1)NC=1C2=C(C(=NC1)C1=CN=CC=3N1C=CN3)CNC2=O 7-((5-(4-hydroxypiperidin-1-yl)pyridin-2-yl)amino)-4-(imidazo[1,2-a]pyrazin-5-yl)-2,3-dihydro-1H-pyrrolo[3,4-c]pyridin-1-one